C(C)(C)(C)N(C(O)=O)C1=CC=CC=2N=C3N(CCCC3)C21.O=C(COCC(CC)=O)CC 1-(2-oxobutoxy)butan-2-one tert-butyl-benzo[4,5]imidazo[1,2-a]piperidin-9-ylcarbamate